N-[3-[[1-(1,3-benzothiazol-2-yl)-2-(3-cyanophenyl)ethyl]sulfamoyl]phenyl]-4-ethyl-1,2,5-oxadiazole-3-carboxamide S1C(=NC2=C1C=CC=C2)C(CC2=CC(=CC=C2)C#N)NS(=O)(=O)C=2C=C(C=CC2)NC(=O)C2=NON=C2CC